C(C)OC(=O)C1=C(C2=C(CCC3=CN(N=C23)CC2=NC=CC(=C2)F)O1)C 2-[(4-Fluoropyridin-2-yl)methyl]-8-methyl-4,5-dihydro-2H-furo[2,3-g]indazole-7-carboxylic acid ethyl ester